(7-{[2-(4-Chlorophenyl)imidazo[1,2-a]pyridin-3-yl]methyl}-3-oxa-7,9-diazabicyclo[3.3.1]non-9-yl)[6-(2,2,2-trifluoroethoxy)pyridin-2-yl]methanone ClC1=CC=C(C=C1)C=1N=C2N(C=CC=C2)C1CN1CC2COCC(C1)N2C(=O)C2=NC(=CC=C2)OCC(F)(F)F